7-[7-fluoro-2-(4-piperidyl)indazol-5-yl]isoquinoline FC1=CC(=CC2=CN(N=C12)C1CCNCC1)C1=CC=C2C=CN=CC2=C1